C1=CC=CC=2C3=CC=CC=C3C(C12)COC(=O)NC[C@@H](C)OCC(=O)O (R)-2-((1-((((9H-fluoren-9-yl)methoxy)carbonyl)amino)propan-2-yl)oxy)acetic acid